4-bromo-5-[4-(2,3-dichloro-benzoyl)-piperazin-1-yl]-benzofuran-2-carboxylic acid BrC1=C(C=CC2=C1C=C(O2)C(=O)O)N2CCN(CC2)C(C2=C(C(=CC=C2)Cl)Cl)=O